ClC=1C=C(C(=[N+](C1)[O-])C)C1=CC=C(C=C1)NC([C@@H](NC(=O)C1=CC=NN1C)C1CCC(CC1)(F)F)=O (S)-5-chloro-3-(4-(2-(4,4-difluorocyclohexyl)-2-(1-methyl-1H-pyrazole-5-carboxamido)acetamido)phenyl)-2-methylpyridine 1-oxide